CN1N=C2[C@@H](N(CCC2=C1C1=CC(=NN1C)C(F)(F)F)C(=O)C=1C=C2C=CC=NC2=CC1)C (S)-(2,7-Dimethyl-3-(1-methyl-3-(trifluoromethyl)-1H-pyrazol-5-yl)-2,4,5,7-tetrahydro-6H-pyrazolo[3,4-c]pyridin-6-yl)(quinolin-6-yl)methanone